1,4,7-tris-(3-carboxymethyl-2-hydroxy-5-methylbenzyl)-1,4,7-triazacyclononane C(=O)(O)CC=1C(=C(CN2CCN(CCN(CC2)CC2=C(C(=CC(=C2)C)CC(=O)O)O)CC2=C(C(=CC(=C2)C)CC(=O)O)O)C=C(C1)C)O